N1=CC=CC2=CC=C3C(=C12)C=CC=N3 PYRIDOQUINOLINE